[(1R,4S)-4-[[5-[[(2'S,4R)-2-ethyl-2'-methyl-spiro[6,7-dihydrothieno[3,2-c]pyran-4,4'-piperidine]-1'-yl]methyl]pyrimidin-2-yl]amino]cyclopent-2-en-1-yl]methanol C(C)C1=CC2=C(CCO[C@]23C[C@@H](N(CC3)CC=3C=NC(=NC3)N[C@@H]3C=C[C@@H](C3)CO)C)S1